COC(=O)C1=CC=C2C(=N1)N(C(=N2)CN2CCC(CC2)C2=NC(=CC=C2)OCC2=CC=C(C=1C=COC12)C#N)C[C@H]1OCC1 (S)-2-((4-(6-((4-cyanobenzofuran-7-yl)methoxy)pyridin-2-yl)piperidin-1-yl)methyl)-3-(oxetane-2-ylmethyl)-3H-imidazo[4,5-b]pyridine-5-carboxylic acid methyl ester